O1C(CNCCC1)=O perhydro-1,4-oxazepine-2-one